CC1=C(C(=CC=C1C1CCNCC1)C(=O)OCC)C(=O)OC O1-ethyl O2-methyl 3-methyl-4-(4-piperidyl)benzene-1,2-dicarboxylate